(2R,6R)-4-(3-amino-6-(2-hydroxyphenyl)pyridazin-4-yl)-6-methylmorpholin NC=1N=NC(=CC1N1CCO[C@@H](C1)C)C1=C(C=CC=C1)O